FC1(CCC(CC1)C1=NN2C(N=C(C=C2)N)=C1)F (4,4-difluorocyclohexyl)pyrazolo[1,5-a]pyrimidin-5-amine